ClC=1C=C(C=NC1)CN1CCC2(CC1)COC1=C3CN(C(C3=CC=C12)=O)C1C(NC(CC1)=O)=O 3-(1'-((5-chloropyridin-3-yl)methyl)-6-oxo-6,8-dihydro-2H,7H-spiro[furo[2,3-e]isoindole-3,4'-piperidin]-7-yl)piperidine-2,6-dione